OC(C#CC=1C2=C(C(N(C1)C)=O)NC(=C2C(=O)OCC(CC)C)C)(C)C 2-methylbutyl 4-(3-hydroxy-3-methyl-but-1-ynyl)-2,6-dimethyl-7-oxo-1H-pyrrolo[2,3-c]pyridine-3-carboxylate